CN(CCCN(C)C)C N1,N1,N3,N3-tetramethylpropane-1,3-diamine